NC[C@@]1([C@@H]2CCN(C[C@H]12)C=1N(C(C2=C(N1)NN=C2C2=C1C=CC=NC1=C(C=C2)C(=O)N)=O)C)C2=C(C=CC=C2)F 5-(6-((1S,6R,7R)-7-(aminomethyl)-7-(2-fluorophenyl)-3-azabicyclo[4.1.0]heptan-3-yl)-5-methyl-4-oxo-4,5-dihydro-1H-pyrazolo[3,4-d]pyrimidin-3-yl)quinoline-8-carboxamide